ClC=1C=C(CC2=C(N=C(S2)NC(CO)=O)COC2CCNCC2)C=CC1 N-(5-(3-chlorobenzyl)-4-((piperidin-4-yloxy)methyl)thiazol-2-yl)-2-hydroxyacetamide